FC=1C(=CC=2C3=C(N=NC2C1)N(C(N3C(C)C)=O)C)C=3C=NC(=CC3)COCCN3CC(CC3)OC(F)(F)F 7-fluoro-1-isopropyl-3-methyl-8-(6-((2-(3-(trifluoromethoxy)pyrrolidin-1-yl)ethoxy)methyl)pyridin-3-yl)-1,3-dihydro-2H-imidazo[4,5-c]cinnolin-2-one